bis(bis(trimethylsilyl)phosphino)disilane C[Si](C)(C)P([Si](C)(C)C)[SiH]([SiH3])P([Si](C)(C)C)[Si](C)(C)C